CN(S(=O)(=O)C1=C(C=CC=C1)NC=1N=C(N=NC1C(=O)N)NC1=C(C=C2CCN(CC2=C1)CC)OC)C ((2-(N,N-dimethylsulfamoyl)phenyl)amino)-3-((2-ethyl-6-methoxy-1,2,3,4-tetrahydroisoquinolin-7-yl)amino)-1,2,4-triazine-6-carboxamide